Diselenid [SeH-]=[Se]